4,4'-methylene-bis(ortho-chloroaniline) C(C1=CC(=C(N)C=C1)Cl)C1=CC(=C(N)C=C1)Cl